N'-(5-bromo-6-indan-2-yloxy-2-methyl-3-pyridyl)-N-ethyl-N-methyl-formamidine BrC=1C=C(C(=NC1OC1CC2=CC=CC=C2C1)C)N=CN(C)CC